1-Cyclobutyl-6-((1R,5S,6r)-6-((3,5-difluorophenoxy)methyl)-3-azabicyclo[3.1.0]hexan-3-yl)-1H-pyrazolo[3,4-b]pyrazine C1(CCC1)N1N=CC=2C1=NC(=CN2)N2C[C@H]1C([C@H]1C2)COC2=CC(=CC(=C2)F)F